benzyl ((7-((1-(2,6-difluoro-4-nitrophenyl)piperidin-4-yl)methyl)-7-azaspiro[3.5]nonan-2-yl) methyl)carbamate FC1=C(C(=CC(=C1)[N+](=O)[O-])F)N1CCC(CC1)CN1CCC2(CC(C2)CNC(OCC2=CC=CC=C2)=O)CC1